BrC=1C=C(C(=C(C1)C(C#N)(CO)C)C)F 2-(5-bromo-3-fluoro-2-methylphenyl)-3-hydroxy-2-methylpropanenitrile